ClC1=NN=C(N=N1)N[C@H]1CN(CCC1)C (R)-6-chloro-N-(1-methylpiperidin-3-yl)-1,2,4,5-tetrazin-3-amine